5-((5-chloro-4-(5-cyano-2,2-dimethyl-2,3-dihydro-1H-pyrrolizin-7-yl)pyridin-2-yl)carbamoyl)octahydropentalene-2-carboxylic acid methyl ester COC(=O)C1CC2CC(CC2C1)C(NC1=NC=C(C(=C1)C=1C=C(N2CC(CC12)(C)C)C#N)Cl)=O